5-((2R,4S)-4-fluoro-2-(5-fluoro-2-(2-(methylamino)ethoxy)pyridin-3-yl)pyrrolidin-1-yl)pyrazolo[1,5-a]pyrimidin-3-amine 2,2,2-trifluoroacetate FC(C(=O)O)(F)F.F[C@H]1C[C@@H](N(C1)C1=NC=2N(C=C1)N=CC2N)C=2C(=NC=C(C2)F)OCCNC